COC=1C2=C(N=C(N1)N[C@@H]1CC[C@@H](CC1)OC(F)(F)F)NC=C2C2=CC=1N(C=C2)N=CC1 4-methoxy-5-(pyrazolo[1,5-a]pyridin-5-yl)-N-(cis-4-(trifluoromethoxy)cyclohexyl)-7H-pyrrolo[2,3-d]pyrimidin-2-amine